BrC=1N=C(SC1)C1=CN(C2=NC=CN=C21)S(=O)(=O)C2=CC=C(C)C=C2 4-bromo-2-(5-tosyl-5H-pyrrolo[2,3-b]pyrazin-7-yl)thiazole